1-(5-(((1H-pyrrol-3-yl)methyl)amino)pentyl)-2-butyl-1H-imidazo[4,5-d]thieno[3,2-b]pyridin-4-amine N1C=C(C=C1)CNCCCCCN1C(=NC=2C1=C1C(=NC2N)C=CS1)CCCC